ClC=1C=C(C=CC1Cl)C1C(C2(N(C1)C)C(NC1=CC=CC=C12)=O)C(C1=CC=C(C=C1)O)=O 4'-(3,4-dichlorophenyl)-3'-(4-hydroxybenzoyl)-1'-methylspiro[indoline-3,2'-pyrrolidin]-2-one